sodium 3-chloro-2-(3-(2-hydroxylprop-2-yl)azetidin-1-yl)pyridine ClC=1C(=NC=CC1)N1CC(C1)C(C)(C)O.[Na]